NC1(CCOCC1)C(=O)NCC(NC=1SC2=C(N1)C=CC(=C2)OC(F)(F)F)=O 4-amino-N-(2-oxo-2-((6-(trifluoromethoxy)benzo[d]thiazol-2-yl)amino)ethyl)tetrahydro-2H-pyran-4-carboxamide